(7R,14R)-1-(difluoromethoxy)-10-fluoro-11-(3-(2-hydroxypropan-2-yl)azetidin-1-yl)-6,7-dihydro-7,14-methanobenzimidazo[1,2-b][2,5]benzodiazocin-5(14H)-one FC(OC1=CC=CC=2C(N[C@H]3C=4N([C@@H](C21)C3)C3=C(N4)C=C(C(=C3)N3CC(C3)C(C)(C)O)F)=O)F